C(C)OC(=O)C1(C(N(CC1)CC1=CC=C(C=C1)OC)=O)CNC(=O)OC(C)(C)C.ClC1=CC(=NC=C1Cl)NC(CCCCCCCCCCCCCCC)=O N-(4,5-dichloropyridin-2-yl)palmitamide ethyl-3-(((tert-butoxycarbonyl)amino)methyl)-1-(4-methoxybenzyl)-2-oxopyrrolidine-3-carboxylate